(S)-N-(2,3-dihydro-1H-inden-1-yl)-2-(piperazin-1-yl)-benzo[d]thiazole-6-carboxamide [C@@H]1(CCC2=CC=CC=C12)NC(=O)C1=CC2=C(N=C(S2)N2CCNCC2)C=C1